ClC(C1=NC(=NO1)C1=CC(=C(C=C1)P(NC1=C(C=C(C=C1)F)F)(=O)C)F)(F)F P-(4-(5-(chlorodifluoromethyl)-1,2,4-oxadiazol-3-yl)-2-fluorophenyl)-N-(2,4-difluorophenyl)-P-methylphosphinic amide